[N-](S(=O)(=O)C(F)(F)F)S(=O)(=O)C(F)(F)F.C(CCC)N1CN(C=C1)C 1-butyl-3-methyl-imidazole bis(trifluoromethanesulfonyl)imide salt